ethyl-2-(7-fluoro-4-isopropyl-2-(o-tolyl)quinazolin-6-yl)-5-(hydroxymethyl)-2,4-dihydro-3H-1,2,4-triazol-3-one C(C)N1C(N(N=C1CO)C=1C=C2C(=NC(=NC2=CC1F)C1=C(C=CC=C1)C)C(C)C)=O